FC(S(=O)(=O)OC1CC12CN(C=CC2)C(=O)[O-])(F)F (((trifluoromethyl)sulfonyl)oxy)-5-azaspiro[2.5]oct-6-ene-5-carboxylate